spiro[fluorene-9,5'-indeno[1,2-c]pyridin] C1=NC=CC2=C1C1=CC=CC=C1C21C2=CC=CC=C2C=2C=CC=CC21